C(C)(C)(C)OC(=O)N1N=C(C2=CC=C(C=C12)[C@@H]1C[C@@]12C(N(C1=CC=C(C=C21)OC)C(=O)OC(C)(C)C)=O)NC=2C(=NN(C2)C)C(F)(F)F tert-butyl (1R,2S)-2-[1-(tert-butoxycarbonyl)-3-{[1-methyl-3-(trifluoromethyl)pyrazol-4-yl]amino}indazol-6-yl]-5'-methoxy-2'-oxospiro[cyclopropane-1,3'-indole]-1'-carboxylate